F[C@@H]1[C@@H](C1)C(=O)NC=1SC2=C(N1)C=CC(=C2)C=2C=NC=CC2C (1S,2S)-2-fluoro-N-(6-(4-methylpyridin-3-yl)benzo[d]thiazol-2-yl)cyclopropane-1-carboxamide